ClC1=C(C=CC2=C1C(=N[C@H](C=1N2N=C(N1)C(=O)N1C[C@@H](CC1)OC)C)C1=C(C=CC=C1F)F)Cl [(4S)-7,8-dichloro-6-(2,6-difluorophenyl)-4-methyl-4H-[1,2,4]triazolo[1,5-a][1,4]benzodiazepin-2-yl]-[(3R)-3-methoxypyrrolidin-1-yl]methanone